2-(2-(2-(2-azidoethoxy) ethoxy) ethyl)-13-oxo-19-((4-(trifluoromethyl) phenyl) sulfonyl)-3,6,9-trioxa-12-aza-nonadecan-18-yl (2,5-dioxopyrrolidin-1-yl) carbonate C(OC(CCCCC(NCCOCCOCCOC(C)CCOCCOCCN=[N+]=[N-])=O)CS(=O)(=O)C1=CC=C(C=C1)C(F)(F)F)(ON1C(CCC1=O)=O)=O